N-(2-(4-((2-(2,6-dioxopiperidin-3-yl)-6-fluoro-1,3-dioxoisoindoline-5-yl)methyl)piperazin-1-yl)ethyl)-4,9-dioxo-4,9-dihydronaphtho[2,3-b]furan-2-carboxamide O=C1NC(CCC1N1C(C2=CC(=C(C=C2C1=O)CN1CCN(CC1)CCNC(=O)C1=CC2=C(O1)C(C1=CC=CC=C1C2=O)=O)F)=O)=O